4,4-dimethyl-1-(pyridin-4-yl-methyl)-5H-[1,2,4]triazolo[4,3-a]quinoxaline CC1(C=2N(C3=CC=CC=C3N1)C(=NN2)CC2=CC=NC=C2)C